(7R,9R)-N-(2-chloro-4-(trifluoromethyl)phenyl)-7-methyl-2-morpholino-5-oxo-6-(piperazin-1-yl)-5,7,8,9-tetrahydropyrrolo[1,2-c][1,2,4]triazolo[1,5-a]pyrimidine-9-carboxamide ClC1=C(C=CC(=C1)C(F)(F)F)NC(=O)[C@H]1C[C@H](C=2N1C=1N(C(C2N2CCNCC2)=O)N=C(N1)N1CCOCC1)C